C(C)(C)(C)OC(=O)N1C[C@@H](N(CC1)C=1C2=C(N(C(N1)=O)C[C@H]1N(CCC1)C)N=C(C(=C2)F)C2=C(C=CC=C2C)O)C (S)-4-(7-(2-hydroxy-6-methylphenyl)-6-fluoro-1-(((S)-1-methylpyrrolidin-2-yl)methyl)-2-oxo-1,2-dihydropyrido[2,3-d]pyrimidin-4-yl)-3-methylpiperazine-1-carboxylic acid tert-butyl ester